FC1=C(C(=CC=C1)F)S(=O)(=O)NC=1C(=NC=C(C1)C=1C=C2C(=NC=NC2=CC1)N1CCN(CC1)C(\C=C\C(C)=O)=O)OC (E)-2,6-difluoro-N-(2-methoxy-5-(4-(4-(4-oxopent-2-enoyl)piperazin-1-yl)quinazolin-6-yl)pyridin-3-yl)benzenesulfonamide